2,2-dimethyl-1,3-dioxolane-4,5-diol CC1(OC(C(O1)O)O)C